CC1(OC2=C(CC1)C(=C(C(=C2C)C)O)C)CCCC(CCCC(CCCC(C)C)C)C 3,4-dihydro-2,5,7,8-tetramethyl-2-(4,8,12-trimethyltridecyl)-2H-1-benzopyran-6-ol